1-methyl-2-(triethylsilyl)-1H-pyrrolo[2,3-c]pyridine CN1C(=CC=2C1=CN=CC2)[Si](CC)(CC)CC